C(CCC)OC1=CC=C(OCCCN2CCOCC2)C=C1 4-[3-(4-butoxyphenoxy)propyl]morpholine